ClC=1C(N(C(=CC1OC([2H])([2H])C1=NC=C(C=C1F)F)C)C1=CC(=NC=C1C)N1N=C(C(=C1)F)C(C)(C)NC(C)=O)=C=O (R)-N-(2-(1-(3-chloro-4-((3,5-difluoropyridin-2-yl)methoxy-d2)-5',6-dimethyl-2-carbonyl-2H-[1,4'-bipyridin]-2'-yl)-4-fluoro-1H-pyrazol-3-yl)propan-2-yl)acetamide